C1=NC(=CC=2CCCCC12)O 5,6,7,8-tetrahydroisoquinoline-3-ol